3-(4-(2,4-difluorobenzyloxy)-3-bromo-6-(2-hydroxyethyl)-2-oxopyridin-1(2H)-yl)-N,4-dimethylbenzamide FC1=C(COC2=C(C(N(C(=C2)CCO)C=2C=C(C(=O)NC)C=CC2C)=O)Br)C=CC(=C1)F